bis-(2-(piperazin-1-yl)ethyl)amine N1(CCNCC1)CCNCCN1CCNCC1